2-(((3S,4R)-3-hydroxytetrahydro-2H-pyran-4-yl)amino)-N,N-dimethyl-7-(2-methyl-1,2,3,4-tetrahydroisoquinolin-6-yl)-7H-pyrrolo[2,3-d]pyrimidine-6-carboxamide O[C@@H]1COCC[C@H]1NC=1N=CC2=C(N1)N(C(=C2)C(=O)N(C)C)C=2C=C1CCN(CC1=CC2)C